methyl 2-(2-chloroethyl)-4-methylenepyrrolidine-2-carboxylate hydrochloride Cl.ClCCC1(NCC(C1)=C)C(=O)OC